2-(tert-butyl)-N-(4-(2-chloropyrimidin-4-yl)-2-methylbenzyl)thiazole-5-carboxamide C(C)(C)(C)C=1SC(=CN1)C(=O)NCC1=C(C=C(C=C1)C1=NC(=NC=C1)Cl)C